1-(2-((4-chloro-2H-pyrazolo[3,4-d]pyrimidin-2-yl)methyl)-6-cyclopropylimidazo[1,2-a]pyridin-8-yl)-3-methylimidazolidine-2,4-dione ClC=1C=2C(N=CN1)=NN(C2)CC=2N=C1N(C=C(C=C1N1C(N(C(C1)=O)C)=O)C1CC1)C2